1-(2-(4-fluoro-3-(trifluoromethyl)benzyl)pyridin-4-yl)-1,5,6,7-tetrahydro-4H-pyrazolo[4,3-c]pyridin FC1=C(C=C(CC2=NC=CC(=C2)N2N=CC=3CNCCC32)C=C1)C(F)(F)F